(S)-2-(2,5-difluoro-4-(5-fluoro-6-((4-(trifluoromethyl)benzyl)oxy)pyridin-2-yl)benzyl)-1-(4,4-dimethyltetrahydrofuran-3-yl)-1H-benzo[d]imidazole-6-carboxylic acid FC1=C(CC2=NC3=C(N2[C@@H]2COCC2(C)C)C=C(C=C3)C(=O)O)C=C(C(=C1)C1=NC(=C(C=C1)F)OCC1=CC=C(C=C1)C(F)(F)F)F